CCCCCCCCC(CCCCCCCC)OC(CCCCCCCN1CC2CN(CC(C1)O2)C(=O)OC(C)(C)C)=O Tert-butyl 7-(8-(heptadecan-9-yloxy)-8-oxooctyl)-9-oxa-3,7-diazabicyclo[3.3.1]nonane-3-carboxylate